7,9-Difluoro-1,4,4-trimethyl-8-spiro[1,2-dihydro-indole-3,1'-cyclopropane]-7-yl-5H-[1,2,4]triazolo[4,3-a]quinoxaline FC=1C=C2NC(C=3N(C2=C(C1C=1C=CC=C2C1NCC21CC1)F)C(=NN3)C)(C)C